COC(=O)C=1C=C2CCCC2=CC1N 6-amino-2,3-dihydro-1H-indene-5-carboxylic acid methyl ester